C(#N)[C@H](CC1=CC=C(C=C1)C=1C=CC2=C(N(C(O2)=O)C)C1)NC(=O)[C@]1(CNCCO1)C (2R)-N-[(1S)-1-cyano-2-[4-(3-methyl-2-oxo-1,3-benzoxazol-5-yl)phenyl]ethyl]-2-methylmorpholine-2-carboxamide